N-(2-((3aR,6aS)-hexahydrofuro[3,4-b]pyrrol-1-yl)pyrimidin-4-yl)-5-isopropyl-8-((2R,3S)-2-methyl-3-(methylsulfonylmethyl)azetidin-1-yl)isoquinolin-3-amine N1([C@H]2[C@@H](CC1)COC2)C2=NC=CC(=N2)NC=2N=CC1=C(C=CC(=C1C2)C(C)C)N2[C@@H]([C@H](C2)CS(=O)(=O)C)C